methoxymethyl 4-((4-(benzyloxy)-6-(difluoromethyl)-2,3-dimethylbenzoyl)oxy)-2,3,5,6-tetramethylbenzoate C(C1=CC=CC=C1)OC1=C(C(=C(C(=O)OC2=C(C(=C(C(=O)OCOC)C(=C2C)C)C)C)C(=C1)C(F)F)C)C